NC([C@H](C[C@H]1C(NC2(CC2)C1)=O)NC(CC(C)(C)C)=O)=O N-[(1S)-2-amino-2-oxo-1-[[(6R)-5-oxo-4-azaspiro[2.4]heptan-6-yl]methyl]ethyl]-3,3-dimethyl-butanamide